2-methoxyethane-1-olate COCC[O-]